(S)-4-(2-((tert-Butoxycarbonyl)amino)-3-(4-(4-(tetrahydro-2H-pyran-4-yl)-2-oxopiperazin-1-yl)phenyl)propanamido)benzoic acid tert-butyl ester C(C)(C)(C)OC(C1=CC=C(C=C1)NC([C@H](CC1=CC=C(C=C1)N1C(CN(CC1)C1CCOCC1)=O)NC(=O)OC(C)(C)C)=O)=O